C(C1=CC=CC=C1)OC(=O)N1C[C@H]2CN[C@@H](C1)CC2 (1R,5R)-3,6-diazabicyclo[3.2.2]nonane-3-carboxylic acid benzyl ester